N-[[6,7-difluoro-5-[4-fluoro-3-[4-[(4S)-4-methylchroman-4-yl]-1H-imidazol-2-yl]phenoxy]-1H-indol-4-yl]methyl]-2-methyl-propan-2-amine FC1=C(C(=C2C=CNC2=C1F)CNC(C)(C)C)OC1=CC(=C(C=C1)F)C=1NC=C(N1)[C@]1(CCOC2=CC=CC=C12)C